(2,3-dihydro-1H-inden-2-yl)amino-5-fluoronicotinate C1C(CC2=CC=CC=C12)NC1=C(C(=O)[O-])C=C(C=N1)F